[N+](=O)([O-])C1=CC2=C(NC(=N2)N2C3=CC=CC=C3SC=3C=CC=CC23)C=C1 5-nitro-2-(N-phenothiazinyl)-1H-benzimidazole